6-(6-(methyl(piperidin-4-yl)amino)-1,2,4-triazin-3-yl)isoquinolin-7-ol CN(C1=CN=C(N=N1)C=1C=C2C=CN=CC2=CC1O)C1CCNCC1